N1-methyl-N1-(2-morpholinoethyl)-3-(piperidin-1-yl)benzene-1,4-diamine tri-hydrochloride Cl.Cl.Cl.CN(C1=CC(=C(C=C1)N)N1CCCCC1)CCN1CCOCC1